OC=1C(=[O+]C2=CC(=CC(=C2C1)O)O)C1=CC(=C(C(=C1)OC)O)OC 3,5,7-trihydroxy-2-(4-hydroxy-3,5-dimethoxyphenyl)chromenylium